bis(dimethylamino-2-methyl-2-propoxy)indium CN(C)CC(C)(O[In]OC(CN(C)C)(C)C)C